C(=O)C1=C(C=CC=C1)NS(=O)(=O)C1=CC=C(C)C=C1 N-(2-formylphenyl)p-toluenesulfonamide